C(CCC(=O)O)(=O)O.C1(CCCC1)N1C(=CC2=C1N=C(N=C2)NC2=NC=C(C=C2)N2CCNCC2)C(=O)N(C)C 7-cyclopentyl-N,N-dimethyl-2-{[5-(piperazin-1-yl)pyridin-2-yl]amino}-7H-pyrrolo[2,3-d]pyrimidine-6-carboxamide succinate